OC(C(=O)C1=CC=C(C=C1)S(=O)(=O)C)(C)C 2-hydroxy-2-methyl-[4-(methylsulfonyl)phenyl]-1-propanone